1-methyl-3-propargyl-imidazole bis(trifluoromethanesulfonyl)imide salt [N-](S(=O)(=O)C(F)(F)F)S(=O)(=O)C(F)(F)F.CN1CN(C=C1)CC#C